CC=1C(=C(C=CC1)NC=1SC=C(N1)C1=CC(=CC=C1)[N+](=O)[O-])S N-(3-methyl-sulfanylphenyl)-4-(3-nitrophenyl)thiazol-2-amine